(4-fluorophenyl)-N2,N2-dimethyl-N4-(1-(3-methyl-1,2,4-oxadiazol-5-yl)ethyl)quinazoline-2,4-diamine FC1=CC=C(C=C1)C1=C2C(=NC(=NC2=CC=C1)N(C)C)NC(C)C1=NC(=NO1)C